{10-[(4,5-dihydroxy-7-methyl-9,10-anthraquinone-2-yl)oxy]decyl}triphenyl-phosphonium OC1=CC(=CC=2C(C3=CC(=CC(=C3C(C12)=O)O)C)=O)OCCCCCCCCCC[P+](C1=CC=CC=C1)(C1=CC=CC=C1)C1=CC=CC=C1